hexadecan-8-yl (Z)-4-((4-(non-2-en-1-yloxy)-4-oxobutyl)amino)butanoate C(\C=C/CCCCCC)OC(CCCNCCCC(=O)OC(CCCCCCC)CCCCCCCC)=O